ClC=1N=NC(=C(C1CC(C(=O)OCC)O)C)Cl ethyl 3-(3,6-dichloro-5-methyl-pyridazin-4-yl)-2-hydroxy-propanoate